5-bromo-7-(bromomethyl)indolin-2-one BrC=1C=C2CC(NC2=C(C1)CBr)=O